ClC1=C(C(=O)NC)C=C(C=N1)OC 2-chloro-5-methoxy-N-methylnicotinamide